6-fluoro-7-(2-fluoro-6-methoxyphenyl)-4-hydroxy-1-(3-isopropylpyrazin-2-yl)-3-nitro-1,8-naphthyridin-2(1H)-one FC=1C=C2C(=C(C(N(C2=NC1C1=C(C=CC=C1OC)F)C1=NC=CN=C1C(C)C)=O)[N+](=O)[O-])O